2,5-dioxo-3-furanpropionyl chloride O=C1OC(C=C1CCC(=O)Cl)=O